N-(3-bromo-4-fluorophenyl)-4-((2-(4-((2-ethylamino)methyl)-1H-1,2,3-triazole-1-yl)ethyl)amino)-N'-hydroxy-1,2,5-oxadiazole-3-formamidine BrC=1C=C(C=CC1F)NC(=NO)C1=NON=C1NCCN1N=NC(=C1)CNCC